O=C1NC(CCC1C=1C(=C(C=CC1)N1CCC(CC1)CC=O)F)=O 2-[1-[3-(2,6-dioxo-3-piperidyl)-2-fluoro-phenyl]-4-piperidyl]-acetaldehyde